1-[(tert-Butoxy)carbonyl]-4-ethylpiperidine-3-carboxylic acid C(C)(C)(C)OC(=O)N1CC(C(CC1)CC)C(=O)O